tert-Butyl 4-(3,6-dihydro-2H-pyran-4-yl)-5,6-dihydropyrido[3,4-d]pyrimidine-7(8H)-carboxylate O1CCC(=CC1)C=1C2=C(N=CN1)CN(CC2)C(=O)OC(C)(C)C